(1-Acetylazetidin-3-yl)-9-(1-hydroxyethyl)-4,7-dimethyl-3,4-dihydro-5H-pyrazolo[3,4-c]isoquinolin-5-one C(C)(=O)N1CC(C1)C1=NNC=2N(C(C=3C=C(C=C(C3C21)C(C)O)C)=O)C